FC1=C(C=C(C=C1)[N+](=O)[O-])N1CCS(CC1)(=O)=O 4-(2-fluoro-5-nitrophenyl)thiomorpholine 1,1-dioxide